C(#N)C1=NC=CC(=C1)CNC(=O)C=1C=NC=C(C1N1C[C@@]2(CCN2C(=O)OC(C)(C)C)CC1)C1=CC(=CC(=C1)F)F tert-butyl (S)-6-(3-(((2-cyanopyridin-4-yl)methyl)carbamoyl)-5-(3,5-difluorophenyl)pyridin-4-yl)-1,6-diazaspiro[3.4]octane-1-carboxylate